(R)-N-(4-(7-(3-cyano-8-ethynyl-7-fluoronaphthalen-1-yl)-8-fluoro-2-((1-(morpholinomethyl)cyclopropyl)methoxy)pyrido[4,3-d]pyrimidin-4-yl)-1,4-oxazepan-6-yl)acrylamide C(#N)C=1C=C(C2=C(C(=CC=C2C1)F)C#C)C1=C(C=2N=C(N=C(C2C=N1)N1CCOC[C@@H](C1)NC(C=C)=O)OCC1(CC1)CN1CCOCC1)F